2,2-bis(3,5-dihydroxymethyl-4-hydroxyphenyl)propane OCC=1C=C(C=C(C1O)CO)C(C)(C)C1=CC(=C(C(=C1)CO)O)CO